N[C@H]1[C@@H]2N(C[C@H]1CC2)C(=O)C2=CC1=C(N(C(=N1)C1=CC3=C(N1CC1CC1)C(=CS3)CCCO)C)C(=C2)OC ((1R,4R,7R)-7-amino-2-azabicyclo[2.2.1]heptan-2-yl)(2-(4-(cyclopropylmethyl)-3-(3-hydroxypropyl)-4H-thieno[3,2-b]pyrrol-5-yl)-7-methoxy-1-methyl-1H-benzo[d]imidazol-5-yl)methanone